FC1=C(OC2=C3C(=NC=C2)NC=C3C(=O)NCC3=CN=CN3C)C(=CC(=C1)NC=1OC[C@@](CN1)(C)CO)F |r| (+/-)-4-(2,6-difluoro-4-{[5-(hydroxymethyl)-5-methyl-5,6-dihydro-4H-1,3-oxazin-2-yl]amino}phenoxy)-N-[(1-methyl-1H-imidazol-5-yl)methyl]-1H-pyrrolo[2,3-b]pyridine-3-carboxamide